cyclopropyl-4-(3-methyl-4-(methylsulfonyl)phenyl)-1-(tetrahydro-2H-pyran-2-yl)-1H-pyrazolo[3,4-c]pyridine-5-carboxylic acid C1(CC1)C1=NN(C2=CN=C(C(=C21)C2=CC(=C(C=C2)S(=O)(=O)C)C)C(=O)O)C2OCCCC2